(1-cyclopropyl-6-fluoro-indazol-7-yl)methanamine C1(CC1)N1N=CC2=CC=C(C(=C12)CN)F